(E)-N-(2-chloro-4-(trifluoromethyl)phenyl)-2-(2-(2-ethoxyvinyl)-6-ethyl-7-(4-(5-hydroxy-6-methylpyrimidine-4-carbonyl)piperazin-1-yl)-8-oxopyrido[2,3-b]pyrazin-5(8H)-yl)acetamide ClC1=C(C=CC(=C1)C(F)(F)F)NC(CN1C(=C(C(C=2C1=NC=C(N2)\C=C\OCC)=O)N2CCN(CC2)C(=O)C2=NC=NC(=C2O)C)CC)=O